CN1CC2=C(CC1)C=C(S2)B2OC(C(O2)(C)C)(C)C 6-Methyl-2-(4,4,5,5-tetramethyl-1,3,2-dioxaborolan-2-yl)-4,5,6,7-tetrahydrothieno[2,3-c]pyridine